2,2-bis(4-methacryloxypropyloxyphenyl)propane C(C(=C)C)(=O)OCCCOC1=CC=C(C=C1)C(C)(C)C1=CC=C(C=C1)OCCCOC(C(=C)C)=O